ClC1=CC=C(C(=O)C=2C(=NC(=C(C2)C)C)C(=O)NNC(OC(C)(C)C)=O)C=C1 tertbutyl N-[[3-(4-chlorobenzoyl)-5,6-dimethyl-pyridine-2-carbonyl]amino]carbamate